3,3-difluoro-1-(4-isopropylthiazol-2-yl)-1-azaspiro[4.4]nonan-4-ol FC1(CN(C2(C1O)CCCC2)C=2SC=C(N2)C(C)C)F